ClC1=C(C=CC2=C1C(=N[C@H](C=1N2N=C(N1)C(=O)N1C[C@H](CC1)OC)C)C1=NC=CC=C1F)Cl [(4S)-7,8-dichloro-6-(3-fluoro-2-pyridyl)-4-methyl-4H-[1,2,4]triazolo[1,5-a][1,4]benzodiazepin-2-yl]-[(3S)-3-methoxypyrrolidin-1-yl]methanone